ClC=1C=C2C(=CC(=NC2=CC1)C(F)(F)F)N[C@@H]1C[C@@H](CCC1)NC(=O)C=1C(=NN(C1)CC(C)(C)F)C#N N-[(1R,3S)-3-[[6-chloro-2-(trifluoromethyl)-4-quinolyl]amino]cyclohexyl]-3-cyano-1-(2-fluoro-2-methylpropyl)pyrazole-4-carboxamide